1-(4-(3,4-dichlorophenyl)-5-(isopropylthio)thiazol-2-yl)-3-methyl-4-m-tolyl-1H-pyrazole-5-carboxylic acid ClC=1C=C(C=CC1Cl)C=1N=C(SC1SC(C)C)N1N=C(C(=C1C(=O)O)C=1C=C(C=CC1)C)C